C(=O)(OC(C)(C)C)NCCC1=CC=C(C=C1)CN 1-(N-Boc-aminoethyl)-4-(aminomethyl)benzene